N-((4-((1,4-dioxan-2-yl)methoxy)-3-nitrophenyl)sulfonyl)-3-((1H-pyrrolo[2,3-b]pyridin-5-yl)oxy)-5-(2-(2-(2-isopropylphenyl)pyrrolidin-1-yl)-7-azaspiro[3.5]nonan-7-yl)picolinamide O1C(COCC1)COC1=C(C=C(C=C1)S(=O)(=O)NC(C1=NC=C(C=C1OC=1C=C2C(=NC1)NC=C2)N2CCC1(CC(C1)N1C(CCC1)C1=C(C=CC=C1)C(C)C)CC2)=O)[N+](=O)[O-]